BrCC(=O)NN[C@@H](CC1=CC=CC=C1)C(=O)O (2-bromo-acetamido)-phenylalanine